OC[C@H](C1=CC=CC=C1)NC1=CC(=NC=C1C1=NC(=NO1)C1=NC=CC=C1)NC1=CC=C2C(=N1)N(NC2=O)C(C)C (S)-6-((4-((2-hydroxy-1-phenylethyl)amino)-5-(3-(pyridin-2-yl)-1,2,4-oxadiazol-5-yl)pyridin-2-yl)amino)-1-isopropyl-1,2-dihydro-3H-pyrazolo[3,4-b]pyridin-3-one